tert-butyl 7-((6-((dimethylamino)methyl)-5-(4-methyltetrahydro-2H-pyran-4-yl)pyridin-2-yl)amino)-4-(7-fluoroimidazo[1,2-a]pyridin-3-yl)-1-oxoisoindoline-2-carboxylate CN(C)CC1=C(C=CC(=N1)NC=1C=CC(=C2CN(C(C12)=O)C(=O)OC(C)(C)C)C1=CN=C2N1C=CC(=C2)F)C2(CCOCC2)C